(R)-2-((S)-4-(6,7-dihydro-4H-pyrazolo[5,1-c][1,4]oxazin-2-yl)-2-methyl-3,6-dihydropyridin-1(2H)-yl)-4-((1-(hydroxymethyl)cyclobutyl)amino)-6,7-dihydrothieno[3,2-d]pyrimidine 5-oxide N1=C(C=C2COCCN21)C=2C[C@@H](N(CC2)C=2N=C(C1=C(N2)CC[S@]1=O)NC1(CCC1)CO)C